9,9-bis(naphthyl)fluorene C1(=CC=CC2=CC=CC=C12)C1(C2=CC=CC=C2C=2C=CC=CC12)C1=CC=CC2=CC=CC=C12